ClC=1C=C(C=CC1)[C@@H]1[C@H](C1)C(=O)NC1=NC=CC(=C1)OCC=1N=C2N(C=C(C=C2N2CCN(CC2)C)C2CC2)C1 (1S,2S)-2-(3-chlorophenyl)-N-(4-((6-cyclopropyl-8-(4-methylpiperazin-1-yl)imidazo[1,2-a]pyridin-2-yl)methoxy)pyridin-2-yl)cyclopropane-1-carboxamide